6-{3-Azabicyclo[3.1.0]hexan-3-yl}-2-chloropyridin C12CN(CC2C1)C1=CC=CC(=N1)Cl